N(N)C(=O)OCC Hydrazine-carboxylic acid, ethyl ester